[2-(methacryloxy)ethyl]trimethylammonium sulfate S(=O)(=O)([O-])[O-].C(C(=C)C)(=O)OCC[N+](C)(C)C.C(C(=C)C)(=O)OCC[N+](C)(C)C